2-(6-oxa-3-azabicyclo[3.1.1]heptan-3-yl)thieno[2,3-d]thiazole-5-carboxylic acid C12CN(CC(O1)C2)C=2SC1=C(N2)SC(=C1)C(=O)O